Z-1-(4-bromophenyl)-3-fluoro-cyclobutanecarboxylic acid BrC1=CC=C(C=C1)C1(CC(C1)F)C(=O)O